6-(1-(pyrrolidin-2-ylmethyl)-1H-pyrazol-4-yl)pyrazolo[1,5-a]pyrazine N1C(CCC1)CN1N=CC(=C1)C=1N=CC=2N(C1)N=CC2